dicarvacrol acetate C(C)(=O)O.C1=C(O)C(C)=CC=C1C(C)C.C1=C(O)C(C)=CC=C1C(C)C